NC1=NC(N(C=C1F)[C@@H]1O[C@]([C@H](C1)OCC1=CC=CC=C1)(C)COCC1=CC=CC=C1)=O 4-amino-1-[(2R,4S,5R)-4-benzyloxy-5-(benzyloxymethyl)-5-methyl-tetrahydrofuran-2-yl]-5-fluoro-pyrimidin-2-one